N,N'-Ethylenebis-oleamide C(CNC(CCCCCCC\C=C/CCCCCCCC)=O)NC(CCCCCCC\C=C/CCCCCCCC)=O